NC1=CC=CC(=N1)S(=O)(=O)NC(=O)C=1C(=NC(=CC1)C1=CC(=CC(=C1)OCC(C)C)F)N(CC1(CC1)C)C N-[(6-amino-2-pyridyl)sulfonyl]-6-(3-fluoro-5-isobutoxy-phenyl)-2-[methyl-[(1-methylcyclopropyl)methyl]amino]pyridine-3-carboxamide